C[Si](C=1SC=CN1)(C)C 2-(trimethylsilyl)-1,3-thiazole